NC1=CC=C(C=N1)/C=C/C(=O)NCC=1OC2=C(C1)C=C(C=C2C(F)(F)F)C2=NC=C(C=C2)C(=S)N2CCC(CC2)(F)F (E)-3-(6-aminopyridin-3-yl)-N-((5-(5-(4,4-difluoropiperidine-1-thiocarbonyl)pyridin-2-yl)-7-(trifluoromethyl)benzofuran-2-yl)methyl)acrylamide